(3-(4-aminophenyl)prop-2-yn-1-yl)carbamic acid tert-butyl ester C(C)(C)(C)OC(NCC#CC1=CC=C(C=C1)N)=O